FC=1C(=C(C=O)C=C(C1)N1C=NC(=C1)C1=CC=C(C=C1)N1CCCC1)O 3-fluoro-2-hydroxy-5-(4-(4-(pyrrolidin-1-yl)phenyl)-1H-imidazol-1-yl)benzaldehyde